(6-Chloro-1,3-benzodioxol-5-yl)methanol ClC=1C(=CC2=C(OCO2)C1)CO